ClC1=C(C(=CC=2CN3[C@@H](COC21)CN(CC3)C(=O)OC(C)(C)C)OCCOC)C3=C(C=CC=C3O)Cl tert-butyl (12aR)-10-chloro-9-(2-chloro-6-hydroxyphenyl)-8-(2-methoxyethoxy)-3,4,12,12a-tetrahydro-6H-pyrazino[2,1-c][1,4]benzoxazepine-2(1H)-carboxylate